Octadecanoic acid, 3-methylbutyl ester C(CCCCCCCCCCCCCCCCC)(=O)OCCC(C)C